6-[[[4'-(1,1-dimethylethyl)[1,1'-biphenyl]-2-yl]carbonyl]amino]-2-benzothiazolecarboxamide CC(C)(C)C1=CC=C(C=C1)C1=C(C=CC=C1)C(=O)NC1=CC2=C(N=C(S2)C(=O)N)C=C1